(12aR)-10-chloro-9-(2-fluoro-6-hydroxyphenyl)-7-hydroxy-1,2,3,4,12,12a-hexahydro-6H-pyrazino[2,1-c][1,4]benzoxazepin-6-one ClC1=C(C=C(C=2C(N3[C@@H](COC21)CNCC3)=O)O)C3=C(C=CC=C3O)F